C(C)(=O)O[C@H]1[C@@H](SC2=CC(=C(C=C2)Br)Cl)O[C@@H]([C@@H]([C@@H]1N=[N+]=[N-])OC(C)=O)COC(C)=O 4-bromo-3-chlorophenyl 2,4,6-tri-O-acetyl-3-azido-3-deoxy-1-thio-alpha-D-galactopyranoside